BrC1=CC=C(C(=N1)CN(C)C)OC1CC(C1)OC 1-(6-bromo-3-((1r,3r)-3-methoxycyclobutoxy)pyridin-2-yl)-N,N-dimethylmethylamine